CC1=NC(=CC=C1NC(=O)[C@@H]1[C@H](CCCC1)C(=O)O)C1=C(C(=NO1)C)NC(=O)O[C@H](C)C1=C(C=CC=C1)C (1S,2S)-2-((2-methyl-6-(3-methyl-4-((((R)-1-(o-tolyl)ethoxy)carbonyl)amino)isoxazol-5-yl)pyridin-3-yl)carbamoyl)cyclohexane-1-carboxylic acid